1-(1H-Benzimidazol-5-yl)-5-{4-[2-(pent-2-yn-1-yl)-2H-tetrazol-5-yl]phenyl}imidazolidine-2,4-dione N1C=NC2=C1C=CC(=C2)N2C(NC(C2C2=CC=C(C=C2)C=2N=NN(N2)CC#CCC)=O)=O